L-2-methyl-1,5-diaminopentane CC(CN)CCCN